7-bromobenzothiophene-2-carboxylic acid BrC1=CC=CC=2C=C(SC21)C(=O)O